3-[[(2'S,4R)-2-ethyl-2'-methyl-spiro[6,7-dihydrothieno[3,2-c]pyran-4,4'-piperidin]-1'-yl]methyl]azetidine-1-carboxylic acid methyl ester COC(=O)N1CC(C1)CN1[C@H](C[C@@]2(CC1)OCCC1=C2C=C(S1)CC)C